1-(3-(4-((3,4-dichloro-2-fluorophenyl)amino)-7-ethoxyquinazolin-6-yl)azetidin-1-yl)prop-2-en-1-one ClC=1C(=C(C=CC1Cl)NC1=NC=NC2=CC(=C(C=C12)C1CN(C1)C(C=C)=O)OCC)F